3-((1r,2s,4r,6r)-5,5,6-trimethylbicyclo[2.2.1]hept-2-yl)cyclohexanol CC1([C@@H]2C[C@H]([C@H]([C@H]1C)C2)C2CC(CCC2)O)C